O=C(CC(=O)[O-])C 3-oxobutanoate